COC1=CC=CC=2C=3N(C(=NC12)N)N=C(C3)CC=3C=NN(C3)C 7-methoxy-2-((1-methyl-1H-pyrazol-4-yl)methyl)pyrazolo[1,5-c]quinazolin-5-amine